tris(2-chloroethylsilyl) phosphite P(O[SiH2]CCCl)(O[SiH2]CCCl)O[SiH2]CCCl